F[C@@H]1CN(CC1)C(=O)[C@@H]1CCCC=2N1C(N(N2)CC=2C=NC(=NC2)C(F)(F)F)=O (5S)-5-{[(3S)-3-Fluoropyrrolidin-1-yl]carbonyl}-2-{[2-(trifluoromethyl)pyrimidin-5-yl]methyl}-5,6,7,8-tetrahydro[1,2,4]triazolo[4,3-a]pyridin-3(2H)-one